4-(cyanomethoxy)-3-{2-cyano-1-[4-(7H-pyrrolo[2,3-d]pyrimidin-4-yl)-1H-pyrazol-1-yl]ethyl}-benzonitrile trifluoroacetate FC(C(=O)O)(F)F.C(#N)COC1=C(C=C(C#N)C=C1)C(CC#N)N1N=CC(=C1)C=1C2=C(N=CN1)NC=C2